ClC1=NC=CC2=C1N=C(N=C2)C=2C=C(C=CC2)C2=NOC(=C2)[C@]2(C(N(CC2)C)=O)O (R)-3-(3-(3-(8-chloropyrido[3,4-d]pyrimidin-2-yl)phenyl)isoxazol-5-yl)-3-hydroxy-1-methylpyrrolidin-2-one